C(C)(C)(C)N1C=C(C(C(=C1C)C1=CC=C(C=C1)F)=O)C(=O)NC1=CC(=C(C=C1)OC1=CC=NC2=CC(=C(N=C12)OC)OC)F 1-tert-Butyl-N-[4-[(6,7-dimethoxy-1,5-naphthyridin-4-yl)oxy]-3-fluorophenyl]-5-(4-fluorophenyl)-6-methyl-4-oxopyridine-3-carboxamide